CN1N=CC(=C1C)NC1=NC=C2C(=N1)N(N=C2NC=2C(=NC=C(C(=O)NCCN1[C@H](CCC1)C)C2)C)C (S)-5-((6-((1,5-dimethyl-1H-pyrazol-4-yl)amino)-1-methyl-1H-pyrazolo[3,4-d]pyrimidin-3-yl)amino)-6-methyl-N-(2-(2-methylpyrrolidin-1-yl)ethyl)nicotinamide